C(CC)C1=C(C=CC=C1N)N propylbenzene-1,3-diamine